(S)-β-hydroxypentanoate O[C@H](CC(=O)[O-])CC